ClC=1C=C(C(=O)N2CC=3C(=NN4C3C(N(C[C@H]4C)[C@H](C)C4=CC=C(C=C4)[S@@](=O)(=N)C)=O)C[C@H]2C)C=CC1Cl |o1:18,26| (3R,7R)-2-(3,4-dichlorobenzoyl)-3,7-dimethyl-9-((R*)-1-(4-((R*)-S-methylsulfonimidoyl)phenyl)ethyl)-1,2,3,4,8,9-hexahydropyrido[4',3':3,4]pyrazolo[1,5-a]pyrazin-10(7H)-one